tert-butyl (rac)-2-(4-bromophenyl)-8-oxo-2,3,4,5a,6,7,8,9-octahydro-5H-10-oxa-1,2,5,7-tetraazacycloocta[cd]indene-5-carboxylate BrC1=CC=C(C=C1)N1N=C2C=3[C@@H](N(CCC13)C(=O)OC(C)(C)C)CNC(CO2)=O |r|